tert-butyl (S)-16-amino-15-oxo-2,5,8,11-tetraoxa-14-azanonadecan-19-oate N[C@H](C(NCCOCCOCCOCCOC)=O)CCC(=O)OC(C)(C)C